FC(C1([C@H]2C[C@H]2CC1)NN)(F)F ((1S,5R)-2-(Trifluoromethyl)bicyclo[3.1.0]hexan-2-yl)hydrazine